(R or S)-7-(2-acrylamidophenyl)-2-(4-chlorophenyl)-4,5,6,7-tetrahydropyrazolo[1,5-a]pyrimidine-3-carboxamide C(C=C)(=O)NC1=C(C=CC=C1)[C@H]1CCNC=2N1N=C(C2C(=O)N)C2=CC=C(C=C2)Cl |o1:11|